C(C)(C)(C)OC(=O)N1C[C@H](CC1)NC=1C=C(C=CC1)C1=CC=CC=C1 (S)-3-([1,1'-Biphenyl]-3-ylamino)pyrrolidine-1-carboxylic acid tert-butyl ester